(S)-6-(cyclopropanecarboxamido)-N-(methyl-d3)-4-((2,4,5-trimethyl-4,5-dihydro-2H-[1,2,3]triazolo[4,5-c]quinolin-6-yl)amino)nicotinamide C1(CC1)C(=O)NC1=NC=C(C(=O)NC([2H])([2H])[2H])C(=C1)NC1=CC=CC=2C=3C([C@@H](N(C12)C)C)=NN(N3)C